N1CC(C1)[C@@H]1CN(CCC1)C1CC(C1)(C(=O)O)C trans-3-((R)-3-(azetidin-3-yl)piperidin-1-yl)-1-methylcyclobutane-1-carboxylic acid